N2-(2-(difluoromethoxy)-4-(4-methyl-4H-1,2,4-triazol-3-yl)phenyl)-6-methyl-N8-((3-methyltetrahydrofuran-3-yl)methyl)pyrido[3,4-d]pyrimidine-2,8-diamine FC(OC1=C(C=CC(=C1)C1=NN=CN1C)NC=1N=CC2=C(N1)C(=NC(=C2)C)NCC2(COCC2)C)F